methyl 3-(9-((4-(((tert-butoxycarbonyl)amino)methyl)-2,6-dimethylphenyl)carbamoyl)-4,5-dihydrobenzo[b]thieno[2,3-d]oxepin-8-yl)-6-((1-methylcyclobutyl)carbamoyl)picolinate C(C)(C)(C)OC(=O)NCC1=CC(=C(C(=C1)C)NC(=O)C1=CC2=C(OCCC3=C2SC=C3)C=C1C=1C(=NC(=CC1)C(NC1(CCC1)C)=O)C(=O)OC)C